8,9,10,11-Tetrachloro-12H-isoindolo[2,1-a]perimidin-12-one ClC1=C(C(=C(C=2C(N3C(=NC4=CC=CC5=CC=CC3=C45)C12)=O)Cl)Cl)Cl